3''-chloro-4''-(pyridin-4-ylmethoxy)-3-(2-hydroxypropan-2-yl)-5',6''-dimethyl-2H,2''H-[1,2':4',1''-terpyridin]-2,2''-dione ClC=1C(N(C(=CC1OCC1=CC=NC=C1)C)C1=CC(=NC=C1C)N1C(C(=CC=C1)C(C)(C)O)=O)=O